(2-(1H-indol-3-yl)ethyl)-1-(4-methylbenzyl)-1H-indazole-3-carboxamide N1C=C(C2=CC=CC=C12)CCC1=C2C(=NN(C2=CC=C1)CC1=CC=C(C=C1)C)C(=O)N